(Z)-4-(dimethylamino)-N-(2-((3R,5R)-3-fluoro-5-((5-(trifluoromethyl)pyrimidin-2-yl)amino)piperidin-1-yl)-1,6-dimethyl-1H-benzo[d]imidazol-5-yl)but-2-enamide CN(C\C=C/C(=O)NC1=CC2=C(N(C(=N2)N2C[C@@H](C[C@H](C2)NC2=NC=C(C=N2)C(F)(F)F)F)C)C=C1C)C